octaphenyl-tetrasilanol sodium salt [Na].C1(=CC=CC=C1)[SiH]([Si]([Si]([Si](O)(C1=CC=CC=C1)C1=CC=CC=C1)(C1=CC=CC=C1)C1=CC=CC=C1)(C1=CC=CC=C1)C1=CC=CC=C1)C1=CC=CC=C1